C(C)OC1CC=C(CC1)C=NO N-[(4-ethoxycyclohex-1-en-1-yl)methylene]hydroxylamine